OC1(CCC(CC1)NC(=O)C1C[C@H]2CC[C@@H](C1)N2C(=O)C2=NNC(=C2)C2=C(C=NC=C2)C(F)(F)F)C(F)(F)F (1R,3R,5S)-N-[(1r,4r)-4-hydroxy-4-(trifluoromethyl)cyclohexyl]-8-{5-[3-(trifluoromethyl)pyridin-4-yl]-1H-pyrazole-3-carbonyl}-8-azabicyclo[3.2.1]octane-3-carboxamide